C1(CC1)CN1N=CC(=C1)C=1C=C(C2=C(N(N=C2C1)C)C=1C=C2[C@H](CNC(C2=C(C1)OC)=O)C)C#N |o1:22| 6-[1-(cyclopropylmethyl)pyrazol-4-yl]-2-methyl-3-[rel-(4R)-8-methoxy-4-methyl-1-oxo-3,4-dihydro-2H-isoquinolin-6-yl]indazole-4-carbonitrile